3-benzoyl-1-methyl-N-(1-methylcyclopropyl)-2-oxo-benzimidazole-5-sulfonamide C(C1=CC=CC=C1)(=O)N1C(N(C2=C1C=C(C=C2)S(=O)(=O)NC2(CC2)C)C)=O